ClN1CC=C(C(=O)O)C=C1Cl 1,6-dichloroisonicotinic acid